C(C)[C@H]1CN(CC(N1)=O)C(=O)C1=NOC(=N1)C1=C(C(=C(C(=C1)F)F)O)F (S)-6-Ethyl-4-(5-(2,4,5-trifluoro-3-hydroxyphenyl)-1,2,4-oxadiazole-3-carbonyl)piperazin-2-one